NC1=NC(N(C=N1)[C@@H]1O[C@@H]([C@H](C1)O)CO)=O 4-amino-1-((2R,4S,5R)-4-hydroxy-5-(hydroxymethyl)tetrahydrofuran-2-yl)-1,3,5-triazin-2(1H)-one